FC=1C=CC=2N(C1)C=C(N2)C 6-fluoro-2-methyl-imidazo[1,2-a]pyridin